1-((1S,2R)-1-phenyl-2-(4,4,5,5-tetramethyl-1,3,2-dioxaborolan-2-yl)butyl)piperidine C1(=CC=CC=C1)[C@H]([C@@H](CC)B1OC(C(O1)(C)C)(C)C)N1CCCCC1